(2-(4-chlorophenyl)-2-(4-methoxy-2,6-dimethylphenyl)ethyl)(phenyl)selenane ClC1=CC=C(C=C1)C(CC1([Se]CCCC1)C1=CC=CC=C1)C1=C(C=C(C=C1C)OC)C